potassium oxathiazine O1SN=CC=C1.[K]